Octahydro-4,7-methano-1H-indendicarbaldehyd C1(C(CC2C3CCC(C12)C3)C=O)C=O